1-acetyl-1,2,3,6-tetrahydropyridin C(C)(=O)N1CCC=CC1